N[C@H]1CS(C2=C(N(C1=O)CC1=CC=C(C=C1)Cl)C=C(C=C2)C=2OC(=NN2)C2(CN(CCC2)C)F)(=O)=O (3R)-3-amino-5-[(4-chlorophenyl)methyl]-7-[5-(3-fluoro-1-methyl-3-piperidyl)-1,3,4-oxadiazol-2-yl]-1,1-dioxo-2,3-dihydro-1λ6,5-benzothiazepin-4-one